16,19-Dihydroxyhexacosanoic acid OC(CCCCCCCCCCCCCCC(=O)O)CCC(CCCCCCC)O